tert-butyl (1R,5S)-3-(7-(3-(benzyloxy)naphthalen-1-yl)-6-(2-cyanophenoxy)-8-fluoro-2-(((S)-1-methylpyrrolidin-2-yl)methoxy)quinazolin-4-yl)-3,8-diazabicyclo[3.2.1]octane-8-carboxylate C(C1=CC=CC=C1)OC=1C=C(C2=CC=CC=C2C1)C1=C(C=C2C(=NC(=NC2=C1F)OC[C@H]1N(CCC1)C)N1C[C@H]2CC[C@@H](C1)N2C(=O)OC(C)(C)C)OC2=C(C=CC=C2)C#N